methyl 2-(4-methoxyphenyl)-1,1-dioxo-1,2-thiazolidine-5-carboxylate COC1=CC=C(C=C1)N1S(C(CC1)C(=O)OC)(=O)=O